ClC=1C=C(C=CC1OC(F)(F)F)C1CN(C1)C(=O)N1C[C@@H]2[C@@H](OCC(N2)=O)CC1 (4aR,8aS)-6-(3-(3-Chloro-4-(trifluoromethoxy)phenyl)azetidine-1-carbonyl)hexahydro-2H-pyrido[4,3-b][1,4]oxazin-3(4H)-one